2-(4'-azidomethylphenyl)benzoic acid N(=[N+]=[N-])CC1=CC=C(C=C1)C1=C(C(=O)O)C=CC=C1